CN(C)CCOC(C=C)=O acrylic acid N,N-dimethylaminoethyl ester